COC=1C=C(C=CC1)CC(=O)N[C@H](C(=O)O)CCN(CCCCC1=NC=2NCCCC2C=C1)CCOC1=CC=CC=C1 (S)-2-(2-(3-methoxyphenyl)acetamido)-4-((2-phenoxyethyl)(4-(5,6,7,8-tetrahydro-1,8-naphthyridin-2-yl)butyl)amino)butanoic acid